(S)-2,2'-((1-(tert-butoxycarbonyl)pyrrolidin-3-yl)azanediyl)diacetic acid benzyl ester C(C1=CC=CC=C1)OC(CN(CC(=O)O)[C@@H]1CN(CC1)C(=O)OC(C)(C)C)=O